(6S,8R)-6-(4-(azetidin-3-yloxy)-2-methoxyphenyl)-7-((1-fluorocyclopropyl)methyl)-8-methyl-6,7,8,9-tetrahydro-3H-pyrazolo[4,3-f]isoquinoline trifluoroacetate FC(C(=O)O)(F)F.N1CC(C1)OC1=CC(=C(C=C1)[C@H]1N([C@@H](CC2=C3C(=CC=C12)NN=C3)C)CC3(CC3)F)OC